(6R)-3-[(3-chloro-2-methoxyphenyl)amino]-6-methyl-2-{[1,2]thiazolo[4,5-b]pyridin-7-yl}-5H,6H,7H-pyrazolo[1,5-a]pyrazin-4-one ClC=1C(=C(C=CC1)NC=1C(=NN2C1C(N[C@@H](C2)C)=O)C2=C1C(=NC=C2)C=NS1)OC